6-(1,3-dimethyl-1H-pyrazol-4-yl)-2-(6-((5,5-dimethyl-4-azaspiro[2.5]octan-7-yl)oxy)pyridazin-3-yl)-2,3-dihydro-1H-pyrrolo[3,4-c]pyridin-1-one CN1N=C(C(=C1)C1=CC2=C(C=N1)CN(C2=O)C=2N=NC(=CC2)OC2CC(NC1(CC1)C2)(C)C)C